(3R,4R)-3-hydroxy-4-fluoropiperidine O[C@@H]1CNCC[C@H]1F